C(C)O[Si](OCC)(OCC)CN1C=CC=C1 1-(Triethoxysilylmethyl)pyrrol